[Cd].[B].[Fe].[Nd] Neodymium iron boron cadmium